C1=CC=CC=2CC=3C=C(C=C4C=C5C=CC=CC5=C(C34)C12)N naphtho[3,2,1-de]anthracene-7-amine